4-(1,1,1-trifluoropropan-2-yl)-3,4-dihydroisoquinolin FC(C(C)C1CN=CC2=CC=CC=C12)(F)F